5-[3-(1-hydroxyethyl)-6-[5-[(6-methylpyridazin-3-yl)amino]benzimidazol-1-yl]-2-pyridyl]-2-methyl-pyrazole-3-carbonitrile OC(C)C=1C(=NC(=CC1)N1C=NC2=C1C=CC(=C2)NC=2N=NC(=CC2)C)C=2C=C(N(N2)C)C#N